C(C)N(C(=O)C1=C(C=CC(=C1)F)C=1C=2N(C=C(C1)N1CCN(CC1)C(=O)OC(C)(C)C)C(=NC2)C)C(C)C tert-Butyl 4-(8-{2-[ethyl(isopropyl)carbamoyl]-4-fluorophenyl}-3-methylimidazo[1,5-a]pyridin-6-yl)piperazine-1-carboxylate